FC(C(C(C(F)(F)F)(F)F)(F)F)(S(=O)(=O)[O-])F.C(CCC)N1C=[N+](C=C1)C 1-Butyl-3-methylimidazolium perfluorobutanesulfonate